(3R,5'S)-1'-(N-methyl-N-(4,6,7-trifluoro-1H-indole-2-carbonyl)-L-leucyl)-2-oxospiro[indoline-3,3'-pyrrolidine]-5'-carboxamide CN([C@@H](CC(C)C)C(=O)N1C[C@]2(C[C@H]1C(=O)N)C(NC1=CC=CC=C12)=O)C(=O)C=1NC2=C(C(=CC(=C2C1)F)F)F